CNC1=NS(C2=C(N1)C(=CC=C2)C2=C(C(=CC(=C2)F)F)F)(=O)=O 3-(methylamino)-5-(2,3,5-trifluorophenyl)-4H-benzo[e][1,2,4]thiadiazine 1,1-dioxide